tert-amyl (5-hydroxy-2-methylpentyl)carbamate OCCCC(CNC(OC(C)(C)CC)=O)C